Copper (2+) citrate C(CC(O)(C(=O)[O-])CC(=O)[O-])(=O)[O-].[Cu+2].C(CC(O)(C(=O)[O-])CC(=O)[O-])(=O)[O-].[Cu+2].[Cu+2]